FC1CCN(CC1)C1CN(C1)C=1C=CC(=C(C(=O)O)C1)C 5-(3-(4-fluoropiperidin-1-yl)azetidin-1-yl)-2-methylbenzoic acid